ClC1=CC=CC2=C1N=C(S2)NC2CC1(CC(C1)OC1=C(C(=O)N)C=CC=N1)C2 2-(((2S,4s,6S)-6-((4-chlorobenzo[d]thiazol-2-yl)amino)spiro[3.3]heptan-2-yl)oxy)nicotinamide